((2S,6S)-2,6-dimethyl-piperazin-1-yl)(6a-ethyl-2-(3-fluoro-2-hydroxy-phenyl)-5,6,6a,7,9,10-hexahydro-8H-pyrazino-[1',2':4,5]pyrazino[2,3-c]pyridazin-8-yl)meth-anone C[C@@H]1N([C@H](CNC1)C)C(=O)N1CC2(N(C=3C(=NN=C(C3)C3=C(C(=CC=C3)F)O)NC2)CC1)CC